2-((2-chloro-4-(trifluoromethyl)phenyl)thio)-1-(2-fluoro-4-(5-(trifluoromethyl)-1,2,4-oxadiazol-3-yl)phenyl)ethan-1-one ClC1=C(C=CC(=C1)C(F)(F)F)SCC(=O)C1=C(C=C(C=C1)C1=NOC(=N1)C(F)(F)F)F